4-bromo-7-chlorothieno[2,3-c]pyridine-2-carboxylic acid methyl ester COC(=O)C1=CC=2C(=C(N=CC2Br)Cl)S1